ethyl (R)-3-amino-1-(2-((6-amino-9H-purin-9-yl)methyl)-3-bromo-5-chlorophenyl)pyrrolidine-3-carboxylate N[C@]1(CN(CC1)C1=C(C(=CC(=C1)Cl)Br)CN1C2=NC=NC(=C2N=C1)N)C(=O)OCC